N1=CC(=CC2=CC=CC=C12)COC1=CC=CC(=N1)C1CCN(CC1)CN1C=NC2=C1C=C(C=C2)C(=O)O ((4-(6-(quinolin-3-ylmethoxy)pyridin-2-yl)Piperidin-1-yl)methyl)-1H-benzo[d]imidazole-6-carboxylic acid